4-ethenyl-N,N-dimethylbenzenepropanaminium hydroxide [OH-].C(=C)C1=CC=C(C=C1)CCC[NH+](C)C